43-((2,5-Dioxopyrrolidin-1-yl)oxy)-3,43-dioxo-2,2-bis(14-phosphonotetradecyl)-7,10,13,16,19,22,25,28,31,34,37,40-dodecaoxa-4-azatritetracontanoic acid O=C1N(C(CC1)=O)OC(CCOCCOCCOCCOCCOCCOCCOCCOCCOCCOCCOCCOCCNC(C(C(=O)O)(CCCCCCCCCCCCCCP(=O)(O)O)CCCCCCCCCCCCCCP(=O)(O)O)=O)=O